ClC=1C(=NC(=NC1)NC1=C(C=C(C(=O)NC2CCC(CC2)O)C=C1)OC)C=1C=NN(C1)C(C)C 4-((5-chloro-4-(1-isopropyl-1H-pyrazol-4-yl)pyrimidin-2-yl)amino)-N-((1r,4r)-4-hydroxycyclohexyl)-3-methoxybenzamide